2-(propylthio)benzo[d]thiazole C(CC)SC=1SC2=C(N1)C=CC=C2